3-((5-hydroxy-1-oxo-1,3-dihydro-2H-inden-2-ylidene)methyl)-4H-chromen-4-one OC=1C=C2CC(C(C2=CC1)=O)=CC1=COC2=CC=CC=C2C1=O